C(C)(C)(C)OC(=O)N1C(C[C@H](C1)O[Si](C)(C)C(C)(C)C)C1=C(C=CC(=C1)F)OC (4R)-4-(tert-butyldimethylsilyloxy)-2-(5-fluoro-2-methoxyphenyl)pyrrolidine-1-Carboxylic acid tert-butyl ester